1-(4-Propoxyphenyl)piperazine C(CC)OC1=CC=C(C=C1)N1CCNCC1